FC=1C=C2C=CC(=NC2=CC1)SCC(OC)OC 6-fluoro-2-(2,2-dimethoxyethylthio)quinoline